FC1(CNCCO1)F 2,2-Difluoromorpholine